trisodium phosphomonoformate P(=O)(=O)C(=O)[O-].[Na+].[Na+].[Na+].P(=O)(=O)C(=O)[O-].P(=O)(=O)C(=O)[O-]